C=C(C)CCC[C@@H](C)[C@H]1CC[C@H]2[C@@H]3CC[C@H]4C[C@H](CC[C@]4(C)[C@H]3CC[C@]12C)O 5alpha-cholest-25-en-3beta-ol